(6S,8R)-6-(2,6-Difluoro-4-(2,6-diazaspiro[3.3]heptan-2-yl)phenyl)-8-methyl-7-(2,2,2-Trifluoroethyl)-6,7,8,9-tetrahydrooxazolo[5,4-f]isoquinolin-2(3H)-one FC1=C(C(=CC(=C1)N1CC2(C1)CNC2)F)[C@H]2N([C@@H](CC1=C3C(=CC=C21)NC(O3)=O)C)CC(F)(F)F